ClC1=NC(=CC(=C1)C(C)(C)NCC1CC1)C 2-(2-Chloro-6-methylpyridin-4-yl)-N-(cyclopropylmethyl)propan-2-amine